COC(=O)[C@@H]1C[C@H](CCC1)OC=1C(=NC(=CC1)C=1N=NN(C1CN=[N+]=[N-])C)C1CC1 (1S,3S)-3-((6-(5-(azidomethyl)-1-methyl-1H-1,2,3-triazol-4-yl)-2-Cyclopropylpyridin-3-yl)oxy)cyclohexane-1-carboxylic acid methyl ester